2-((2-hexyldecyl)oxy)acetic acid tert-butyl ester C(C)(C)(C)OC(COCC(CCCCCCCC)CCCCCC)=O